C(C)(C)(C)OC(=O)N1CC2=CC(=C(C(=C2CC1)Cl)C(=O)N[C@H](C(=O)O)CNC(=O)N[C@@H]1CCC2=CC=CC=C12)Cl (S)-2-(2-(tert-butoxycarbonyl)-5,7-dichloro-1,2,3,4-tetrahydroisoquinoline-6-carboxamido)-3-(3-((R)-2,3-dihydro-1H-inden-1-yl)ureido)propionic acid